C(C=1C(C(=O)[O-])=CC=CC1)(=O)[O-].[Sr+2] Strontium phthalat